2-((5,6-dichloro-1H-benzo[d]imidazol-2-yl)(2-hydroxyphenyl)methyl)isoindolin-1-one ClC1=CC2=C(NC(=N2)C(N2C(C3=CC=CC=C3C2)=O)C2=C(C=CC=C2)O)C=C1Cl